NC=1NC(C=2N(C(NC2N1)=O)CC1=CC=CC=C1)=O 2-amino-7-benzyl-7,9-dihydro-1H-purine-6,8-dione